6H-3,6-methanopyrrolo[3,2-c]pyridine N1=CC2=C3C=NC(C=C31)C2